6-(4-methylpiperazin-1-yl)pyrimidin CN1CCN(CC1)C1=CC=NC=N1